1-((S)-3,3-difluoro-4-hydroxy-1-azaspiro[4.4]nonan-1-yl)-2-((S)-3,3-difluorocyclopentyl)glyoxal FC1(CN(C2([C@@H]1O)CCCC2)C(=O)C(=O)[C@@H]2CC(CC2)(F)F)F